2-amino-4-[trimethylsilylethynyl]pyrimidine NC1=NC=CC(=N1)C#C[Si](C)(C)C